benzyl 4-(benzyloxy)-3-chloro-5-formylbenzoate C(C1=CC=CC=C1)OC1=C(C=C(C(=O)OCC2=CC=CC=C2)C=C1C=O)Cl